3-(4-chlorobenzyl)-2-((4-hydroxyphenyl)amino)-6-isopropyl-5,6-dihydro-3H-pyrrolo[3,4-D]pyrimidine-4,7-dione ClC1=CC=C(CN2C(=NC3=C(C2=O)CN(C3=O)C(C)C)NC3=CC=C(C=C3)O)C=C1